3-((2S)-3-(8-(4'-(aminomethyl)-4-(trifluoromethoxy)biphenyl-3-ylsulfonyl)-1-oxa-8-azaspiro[4.5]decan-3-ylamino)-2-hydroxypropoxy)-N-methylbenzenesulfonamide NCC1=CC=C(C=C1)C1=CC(=C(C=C1)OC(F)(F)F)S(=O)(=O)N1CCC2(CC(CO2)NC[C@@H](COC=2C=C(C=CC2)S(=O)(=O)NC)O)CC1